FC=1C=CC2=C(N=C(O2)C=2C(=NC=C(C2)C(F)(F)F)NCC2=CC=C(C=C2)C=2C=C3C(=NC2)NN=C3N)C1 5-(4-((3-(5-fluorobenzo[d]oxazol-2-yl)-5-(trifluoromethyl)pyridin-2-ylamino)methyl)phenyl)-1H-pyrazolo[3,4-b]pyridin-3-amine